2-[4-(1,3-benzothiazol-2-ylmethyl)piperazin-1-yl]-4-(cyclopropyloxy)-N-ethylsulfonyl-benzamide S1C(=NC2=C1C=CC=C2)CN2CCN(CC2)C2=C(C(=O)NS(=O)(=O)CC)C=CC(=C2)OC2CC2